CN(CCC(=O)O[C@@H]1CC[C@H](N(C1)CCCCCC(OCCCCCCCCCCC)=O)C(=O)OCCCCCCCC(=O)OC(CCCCCCCC)CCCCCCCC)C [8-(1-octylnonoxy)-8-oxo-octyl] (2S,5R)-5-[3-(dimethylamino)propanoyloxy]-1-(6-oxo-6-undecoxy-hexyl)piperidine-2-carboxylate